1-ethylmethylamino-pentamethyldisiloxane C(C)CN[Si](O[Si](C)(C)C)(C)C